(S)-5-(1-methyl-1H-pyrazol-4-yl)-N-((S)-5-methyl-4-oxo-2,3,4,5-tetrahydrobenzo[b][1,4]oxazepin-3-yl)-5,6,7,8-tetrahydro-[1,2,4]triazolo[1,5-a]pyridine-2-carboxamide CN1N=CC(=C1)[C@@H]1CCCC=2N1N=C(N2)C(=O)N[C@@H]2C(N(C1=C(OC2)C=CC=C1)C)=O